2-{3-[2-(2-{[2-(2,6-dioxopiperidin-3-yl)-1,3-dioxo-2,3-dihydro-1H-isoindol-4-yl]amino}ethoxy)ethoxy]phenyl}acetic acid O=C1NC(CCC1N1C(C2=CC=CC(=C2C1=O)NCCOCCOC=1C=C(C=CC1)CC(=O)O)=O)=O